(E)-3-benzyl-1-(3-(4-chlorophenyl)allyl)-4-oxo-4H-pyrido[1,2-a]pyrimidin-1-ium-2-ol C(C1=CC=CC=C1)C1=C([N+](=C2N(C1=O)C=CC=C2)C\C=C\C2=CC=C(C=C2)Cl)O